C(C1=CC=CC=C1)NC1=C2N=CN(C2=NC=N1)[C@H]1[C@@H](O)[C@H](O)[C@H](O1)CO 6-benzylamino-9-β-D-arabinofuranosylpurine